(S)-2-(4-(6-((6-carbamoyl-4-fluoropyridin-3-yl)methoxy)pyridin-2-yl)-2,5-difluorobenzyl)-4-fluoro-1-(oxetan-2-ylmethyl)-1H-benzo[d]imidazole-6-carboxylic acid C(N)(=O)C1=CC(=C(C=N1)COC1=CC=CC(=N1)C1=CC(=C(CC2=NC3=C(N2C[C@H]2OCC2)C=C(C=C3F)C(=O)O)C=C1F)F)F